(9H-fluoren-9-yl)methyl (3-(chlorosulfonyl)propyl)carbamate ClS(=O)(=O)CCCNC(OCC1C2=CC=CC=C2C=2C=CC=CC12)=O